(Z)-N-(2-chloro-4-methylsulfonyl-phenyl)-2-cyano-3-hydroxy-3-(5-methylisoxazol-4-yl)prop-2-enamide ClC1=C(C=CC(=C1)S(=O)(=O)C)NC(\C(=C(\C=1C=NOC1C)/O)\C#N)=O